C(C)OC(=O)C1C(C2=CC(=CC(=C2C1)F)NC(=O)OC(C)(C)C)=O 6-(tert-Butoxycarbonylamino)-4-fluoro-1-oxo-indan-2-carboxylic acid ethyl ester